C1(CCCCC1)C#CC=1C2=C(C(N(C1)C)=O)NC(=C2C(=O)OCC)C ethyl 4-(2-cyclohexylethynyl)-2,6-dimethyl-7-oxo-1H-pyrrolo[2,3-c]pyridine-3-carboxylate